4-[(6-{2-[(tert-butyl-dimethylsilyl)oxy]ethoxy}-7-methoxyquinolin-4-yl)oxy]-3,5-difluoroaniline [Si](C)(C)(C(C)(C)C)OCCOC=1C=C2C(=CC=NC2=CC1OC)OC1=C(C=C(N)C=C1F)F